3,4-dichloropyrrolidine ClC1CNCC1Cl